CC(C)=C.[PH4+] phosphonium isobutylene